1-(2,4-dichlorophenyl)-2-methyl-N-(pyridin-3-ylmethyl)propan-1-amine ClC1=C(C=CC(=C1)Cl)C(C(C)C)NCC=1C=NC=CC1